C1=CC=CC=2C3=CC=CC=C3C(C12)COC(=O)N([C@H](C(=O)O)CCC1=CC(=C(C=C1)OC)OC)C (S)-2-((((9H-fluoren-9-yl)methoxy)carbonyl)(methyl)amino)-4-(3,4-dimethoxyphenyl)butanoic acid